tert-butyl 3-[(cyclopropylamino)methyl]pyrrolidine-1-carboxylate C1(CC1)NCC1CN(CC1)C(=O)OC(C)(C)C